COC(C(=COC)C1=C(C=CC=C1)CSC(=NC1=CC=C(C=C1)OC)C1CC1)=O 3-methoxy-2-(2-(N-(4-Methoxy-phenyl)-cyclopropanecarboximidoylsulfanylmethyl)-phenyl)-acrylic acid methyl ester